[Si](C)(C)(C(C)(C)C)OCCOC=1C=C(C=CC1)[C@@H](C)N1N=C(C=C1C(=O)OC)C(NC)=O |r| (+/-)-Methyl 1-(1-(3-(2-((tert-butyldimethylsilyl)oxy)ethoxy)phenyl)ethyl)-3-(methylcarbamoyl)-1H-pyrazole-5-carboxylate